ClC1=C(OC2=CC(=NC=C2C(=O)NC=2C=NC=CC2)C(F)(F)F)C=CC(=C1)OC(F)(F)F 4-(2-Chloro-4-(trifluoromethoxy)phenoxy)-N-(pyridin-3-yl)-6-(trifluoromethyl)nicotinamide